N-(1,2-Dimethylpiperidin-4-yl)-N-methyl-5-[2-(1H-pyrazol-4-yl)pyrimidin-5-yl][1,3]thiazolo[5,4-d][1,3]thiazol-2-amin Trifluoroacetat FC(C(=O)O)(F)F.CN1C(CC(CC1)N(C=1SC=2N=C(SC2N1)C=1C=NC(=NC1)C=1C=NNC1)C)C